CC1=NC(=CC(=C1)C=1C=C(C=CC1)C1=NC2=C(NC(C1)=O)C=C(C=C2)[N+](=O)[O-])C 4-(3-(2,6-Dimethylpyridin-4-yl)phenyl)-8-nitro-1H-benzo[b][1,4]diazepin-2(3H)-one